2-(pyridazin-3-ylmethyl)-2,6,7,8-tetrahydro-1H-pyrrolo[2,3-e][1,2,4]triazolo[4,3-a]pyridin-1-one N1=NC(=CC=C1)CN1N=C2N(C3=C(C=C2)NCC3)C1=O